dioctyltin C(CCCCCCC)[Sn]CCCCCCCC